4-((5-(((6-Amino-4-fluoropyridin-2-yl)methoxy)methyl)-3-(1-cyclopropyl-1H-1,2,4-triazol-3-yl)-2-methoxyphenyl)amino)-6-chloro-N-(methyl-d3)pyridazine-3-carboxamide NC1=CC(=CC(=N1)COCC=1C=C(C(=C(C1)NC1=C(N=NC(=C1)Cl)C(=O)NC([2H])([2H])[2H])OC)C1=NN(C=N1)C1CC1)F